ethyl 7-bromo-1-(morpholinomethyl)-4-oxo-4H-quinolizine-3-carboxylate BrC1=CN2C(C(=CC(=C2C=C1)CN1CCOCC1)C(=O)OCC)=O